C(C)(=O)C1=CC=C(C=C1)CNC(=O)CCOCCOCCOCCOCCOCCOCCOCCOCCNC(OC(C)(C)C)=O Tert-butyl N-(26-{[(4-acetylphenyl)methyl]carbamoyl}-3,6,9,12,15,18,21,24-octaoxahexacosan-1-yl)carbamate